1,8-Diamino-p-menthane NC1(CCC(CC1)C(C)(C)N)C